2-[(tert-butoxy)carbonyl]-8-[4-[(dimethylamino)methyl]-3,5-dimethoxyphenyl]-6-methyl-5-oxo-1,2,3,4,5,6-hexahydro-2,6-naphthyridine-3-carboxylic acid C(C)(C)(C)OC(=O)N1CC=2C(=CN(C(C2CC1C(=O)O)=O)C)C1=CC(=C(C(=C1)OC)CN(C)C)OC